seryl eleostearate C(CCCCCCCC=CC=CC=CCCCC)(=O)OC([C@@H](N)CO)=O